ClC1=NC(=NC(=C1)OC1CC1)C(C)(F)F 4-Chloro-6-cyclopropyloxy-2-(1,1-difluoroethyl)pyrimidine